rel-(2R,3S,4S,5R)-3-(3,4-difluoro-2-methoxyphenyl)-N-(2-(N-ethylaminosulfonyl)pyridin-4-yl)-4,5-dimethyl-5-(trifluoromethyl)tetrahydrofuran-2-carboxamide FC=1C(=C(C=CC1F)[C@H]1[C@@H](O[C@]([C@H]1C)(C(F)(F)F)C)C(=O)NC1=CC(=NC=C1)S(=O)(=O)NCC)OC |o1:8,9,11,12|